(S)-tert-butyl 3-hydroxypyrrolidine-1-carboxylate O[C@@H]1CN(CC1)C(=O)OC(C)(C)C